FC(CC)(F)F 1,1,1-trifluoropropane